((7-chloro-1-(4-isopropyl-2-methylpyridin-3-yl)-2,4-dioxo-1,2,3,4-tetrahydropyrido[2,3-d]pyrimidin-5-yl)oxy)methylpiperazin-1-formate ClC=1C=C(C2=C(N(C(NC2=O)=O)C=2C(=NC=CC2C(C)C)C)N1)OCOC(=O)N1CCNCC1